ClC=1C=NC2=CC(=NC(=C2C1)SCC1=CC=C(C=C1)OC)C 3-chloro-5-((4-methoxybenzyl)thio)-7-methyl-1,6-naphthyridine